FC1=C(C=C(C=C1)C)NC(C1=CC(=CC=C1)S(=O)(=O)N1C(CC2=CC=CC=C12)C)=O N-(2-fluoro-5-methylphenyl)-3-((2-methylindolin-1-yl)sulfonyl)benzamide